O1CC[C@@H](C2=CC=CC=C12)NC1=CC(N(C(N1)=O)C(C)C)=O (S)-6-(chroman-4-ylamino)-3-isopropylpyrimidine-2,4(1H,3H)-dione